C1(CC1)N1C(N2C(C=C1C(F)(F)F)=NC(=C2)C2=C(C=C(C=N2)CC#N)S(=O)(=O)CC)=O 2-[6-[6-cyclopropyl-5-oxo-7-(trifluoromethyl)imidazo[1,2-c]pyrimidin-2-yl]-5-ethylsulfonyl-3-pyridyl]acetonitrile